(3-hydroxy-1H-pyrazolyl)-4-ethyl-2,3-dihydro-1H-benzazepine-3-Carboxylic acid benzyl ester C(C1=CC=CC=C1)OC(=O)C1CN(C2=C(C=C1CC)C=CC=C2)N2N=C(C=C2)O